8-[3-amino-6-(2-hydroxyphenyl)pyridazin-4-yl]-2,8-diazaspiro[4.5]decan-3-one NC=1N=NC(=CC1N1CCC2(CC(NC2)=O)CC1)C1=C(C=CC=C1)O